N-Methyl-1H-Indol-1-Carboxamide CNC(=O)N1C=CC2=CC=CC=C12